Cl.FC1=C(C=CC(=C1F)OC1=NC=CC=N1)C1=CN=C2N1C=CN=C2NC2=CC(=C(C(=O)NCC1CCNCC1)C=C2)CC 4-((3-(2,3-difluoro-4-(pyrimidin-2-yloxy)phenyl)imidazo[1,2-a]pyrazin-8-yl)amino)-2-ethyl-N-(piperidin-4-ylmethyl)benzamide hydrochloride